C(C)(C)C1=CC(=NNC1=O)OC1CCN(CC1)N1C(N(N=CC1=O)C)=O (4-((5-isopropyl-6-oxo-1,6-dihydropyridazin-3-yl)oxy)piperidin-1-yl)-2-methyl-1,2,4-triazine-3,5(2H,4H)-dione